(6R,7S)-15-fluoro-23-hydroxy-5,12-dioxa-2,9,19,20,24,25-hexazahexacyclo[17.5.2.16,9.02,7.013,18.022,26]heptacosa-1(24),13,15,17,20,22,25-heptaen-10-one FC=1C=C2OCC(N3C[C@H]4[C@H](OCCN4C4=NC(=C5C=NN(C2=CC1)C5=N4)O)C3)=O